4-(3-chloro-5-{[(3-methoxypropyl)amino]methyl}pyridin-2-yl)benzamide ClC=1C(=NC=C(C1)CNCCCOC)C1=CC=C(C(=O)N)C=C1